C1(=CC=CC=C1)OC=1C=2N=CN([C@H]3C[C@H](O)[C@@H](CO)O3)C2N=CN1 6-O-phenyl-2'-deoxyinosine